FC1=CC=C(C=C1)C=1SC=2C=NC(=CC2N1)NC1=NC(=C(C=C1)C)CN1CCCC1 N-[2-(4-Fluorophenyl)-[1,3]thiazolo[5,4-c]pyridin-6-yl]-5-methyl-6-[(pyrrolidin-1-yl)methyl]pyridin-2-amine